(S)-3-chloro-4-(1-phenylethylamino)-N-(thiazol-2-yl)benzenesulfonamide ClC=1C=C(C=CC1N[C@@H](C)C1=CC=CC=C1)S(=O)(=O)NC=1SC=CN1